1-(4-(8-fluoro-7-(8-fluoronaphthalen-1-yl)-2-((tetrahydro-1H-pyrrolizin-7a(5H)-yl)methoxy)pyrido[4,3-d]pyrimidin-4-yl)morpholin-2-yl)methanesulfonamide FC1=C(N=CC2=C1N=C(N=C2N2CC(OCC2)CS(=O)(=O)N)OCC21CCCN1CCC2)C2=CC=CC1=CC=CC(=C21)F